2-hydroxy-3-(2-hydroxyphenyl)-3-methylbutyronitrile OC(C#N)C(C)(C)C1=C(C=CC=C1)O